(S)-2-(4-(6-((4-Cyano-2-fluorobenzyl)oxy)pyridin-2-yl)-2,3-difluorobenzyl)-1-(oxetan-2-ylmethyl)-1H-benzo[d]imidazol C(#N)C1=CC(=C(COC2=CC=CC(=N2)C2=C(C(=C(CC3=NC4=C(N3C[C@H]3OCC3)C=CC=C4)C=C2)F)F)C=C1)F